(10-(3-bromo-4,5,6-trimethoxy-2-methylphenyl)decyl)triphenylphosphonium bromide [Br-].BrC=1C(=C(C(=C(C1OC)OC)OC)CCCCCCCCCC[P+](C1=CC=CC=C1)(C1=CC=CC=C1)C1=CC=CC=C1)C